8-(trifluoromethyl)-2H-1,4-benzothiazin-3-amine FC(C1=CC=CC=2N=C(CSC21)N)(F)F